ClC1=CC=C(CNC=2C(=NC=CN2)C(=O)N)C=C1 3-[(4-Chlorobenzyl)amino]pyrazine-2-carboxamide